(biphenyl-4-yl)-(phenanthren-9-yl)-[3-(4,4,5,5-tetramethyl-[1,3,2]-dioxaborolan-2-yl)-phenyl]-amine C1(=CC=C(C=C1)N(C1=CC(=CC=C1)B1OC(C(O1)(C)C)(C)C)C=1C2=CC=CC=C2C=2C=CC=CC2C1)C1=CC=CC=C1